5-(2,5-dichlorophenyl)-2-(2,4-difluorophenoxy)-6H-pyrimido[1,6-b]pyridazin-6-one ClC1=C(C=C(C=C1)Cl)C=1C(N=CN2N=C(C=CC21)OC2=C(C=C(C=C2)F)F)=O